C1(CC1)CC1=C(C(=NN1C=1SC=C(N1)C(=O)O)C1=CC(=C(C=C1)F)OCC1COCC1)CC1=CC(=C(C=C1)S(N)(=O)=O)F 2-(5-(cyclopropylmethyl)-3-(4-fluoro-3-((tetrahydrofuran-3-yl)methoxy)phenyl)-4-(3-fluoro-4-sulfamoylbenzyl)-1H-pyrazol-1-yl)thiazole-4-carboxylic acid